NC1=NNC=C1C=1C=C2CCN(C2=CC1F)C(=O)NC(CO)C1=CC(=CC(=C1)OC)F 5-(3-amino-1H-pyrazol-4-yl)-6-fluoro-N-(1-(3-fluoro-5-methoxyphenyl)-2-hydroxyethyl)indoline-1-carboxamide